(R)-3-(6-ethynyl-2-(4-methylpiperazin-1-yl)pyrimidin-4-yl)-10-methyl-9,10,11,12-tetrahydro-8H-[1,4]diazepino[5',6':4,5]thieno[3,2-f]quinolin C(#C)C1=CC(=NC(=N1)N1CCN(CC1)C)C1=NC=2C=CC3=C(C2C=C1)C1=C(S3)CN[C@@H](CN1)C